(Z)-ethyl (3-(2-chlorophenyl)-5-methylenethiazolidin-2-ylidene)carbamate ClC1=C(C=CC=C1)N1/C(/SC(C1)=C)=N/C(OCC)=O